OC1=CC=C(C=C)C=C1 4-HYDROXYSTYRENE